N2-benzyl-N-(4-chloro-3-(pyridin-2-yl)phenyl)pyridine-2,5-dicarboxamide C(C1=CC=CC=C1)N(C(=O)C1=NC=C(C=C1)C(=O)N)C1=CC(=C(C=C1)Cl)C1=NC=CC=C1